ClC1=CC=C2C=CN=C(C2=C1)NC1=CC(=NC=C1)C(=O)NCC1CC2=CC=CC=C2CC1 4-((7-chloroisoquinolin-1-yl)amino)-N-((1,2,3,4-tetrahydronaphthalen-2-yl)methyl)pyridinecarboxamide